C(C)(=O)O[C@H]1[C@@H](O[C@@H]([C@H]1O)COC(C1=CC=CC=C1)(C1=CC=C(C=C1)OC)C1=CC=C(C=C1)OC)N1C(N=C2NC3=C(OC2=C1)C=CC=C3)=O (2R,3R,4R,5R)-5-((bis(4-methoxyphenyl)(phenyl)methoxy)methyl)-4-hydroxy-2-(2-oxo-2,10-dihydro-3H-benzo[b]pyrimido[4,5-e][1,4]oxazin-3-yl)tetrahydrofuran-3-yl acetate